O[C@]1(CN(CC1)C(=O)C1=CC=C2C(=CNC2=C1)C1=NC(=NC=C1C(F)(F)F)N[C@@H]1CN(CCC1)C(=O)OC(C)(C)C)C(F)(F)F Tert-butyl (3S)-3-[[4-[6-[(3R)-3-hydroxy-3-(trifluoromethyl)pyrrolidine-1-carbonyl]-1H-indol-3-yl]-5-(trifluoromethyl)pyrimidin-2-yl]amino]piperidine-1-carboxylate